FC(OC[C@@H](C1=CC(=CC=C1)OC(F)F)NC(C[C@@](CC(F)(F)F)(C)O)=O)F (R)-N-((R)-2-(difluoromethoxy)-1-(3-(difluoromethoxy)phenyl)ethyl)-5,5,5-trifluoro-3-hydroxy-3-methylpentanamide